4-(3-Chloroanilino)-2'-[(2R)-2-methyl-3-{[(5R)-5-methyl-5,6,7,8-tetrahydroquinolin-4-yl]oxy}propyl]-6'-(1H-pyrrol-3-yl)-2',3'-dihydrospiro[cyclohexane-1,1'-indene]-4-carboxylic acid ClC=1C=C(NC2(CCC3(C(CC4=CC=C(C=C34)C3=CNC=C3)C[C@H](COC3=CC=NC=4CCC[C@H](C34)C)C)CC2)C(=O)O)C=CC1